21-hydroxy-5α-pregnan-20-one OCC([C@H]1CC[C@H]2[C@@H]3CC[C@H]4CCCC[C@]4(C)[C@H]3CC[C@]12C)=O